(+/-)-trans-methyl-3-((2-(5-fluoro-2-phenyl-1-tosyl-1H-pyrrolo[2,3-b]pyridin-3-yl)-6-phenylpyrimidin-4-yl)amino)bicyclo[2.2.2]octane-2-carboxylate COC(=O)C1C2CCC(C1NC1=NC(=NC(=C1)C1=CC=CC=C1)C1=C(N(C3=NC=C(C=C31)F)S(=O)(=O)C3=CC=C(C)C=C3)C3=CC=CC=C3)CC2